COCOC=1C=C(C#N)C=C(C1C(=O)N1CC2=CC=CC(=C2C1)N[C@@H]1COCC1)OCOC (S)-3,5-bis(Methoxymethoxy)-4-(4-((tetrahydrofuran-3-yl)amino)isoindoline-2-carbonyl)benzonitrile